C(C1=CC=CC=C1)N1C=CC2=C1N=CNC2=O 7-benzyl-3H,4H,7H-pyrrolo[2,3-d]Pyrimidin-4-one